tert-butyl N-[(1R,3S)-3-[3-(2-pyridyl)-1,2,4-triazol-1-yl]cyclohexyl]carbamate N1=C(C=CC=C1)C1=NN(C=N1)[C@@H]1C[C@@H](CCC1)NC(OC(C)(C)C)=O